C(C)(C)(C)OC(=O)N1CCC(CC1)C=1SC2=C(N1)C(=C(N2C(=O)OC(C)(C)C)C=2C(=C(C=1N(C2)N=CN1)C)C)C(C)C tert-butyl 2-(1-(tert-butoxycarbonyl) piperidin-4-yl)-5-(7,8-dimethyl-[1,2,4]triazolo[1,5-a]pyridin-6-yl)-6-isopropyl-4H-pyrrolo[3,2-d]thiazole-4-carboxylate